6-((1R,2R,5S)-2-benzyl-3-azabicyclo[3.2.1]octan-3-yl)-4-((R)-2-methylmorpholino)pyridin-2(1H)-one C(C1=CC=CC=C1)[C@@H]1[C@@H]2CC[C@H](CN1C1=CC(=CC(N1)=O)N1C[C@H](OCC1)C)C2